CC(=C)C1=CC=CC=C1 (1-methyl-ethenyl)benzene